(1R,2S,5R)-1-amino-5-(2-boronoethyl)-2-((ethyl(methyl)amino)methyl)cyclohexane-1-carboxylic acid N[C@]1([C@@H](CC[C@H](C1)CCB(O)O)CN(C)CC)C(=O)O